C(C)(=O)SC(C)C(C)O S-(3-hydroxybut-2-yl) thioacetate